NC=1C=C(C=NC1)[C@@H]1N(CCCC1)C(=O)OC(C)(C)C tert-butyl (R)-2-(5-amino-3-pyridyl)piperidine-1-carboxylate